N-(quinolin-3-yl)acrylamide N1=CC(=CC2=CC=CC=C12)NC(C=C)=O